(2S)-1-(3-acetylthio-2-methyl-1-oxo-propyl)-L-proline C(C)(=O)SCC(C(=O)N1[C@@H](CCC1)C(=O)O)C